(R)-3-(5-fluoro-2-vinylpyrimidin-4-yl)-10-methyl-9,10,11,12-tetrahydro-8H-[1,4]diazepino[5',6':4,5]thieno[3,2-f]quinolin-8-one FC=1C(=NC(=NC1)C=C)C1=NC=2C=CC3=C(C2C=C1)C1=C(S3)C(N[C@@H](CN1)C)=O